CS(=O)(=O)N1CC(C1)NC(N)=O 3-(1-methanesulfonylazetidin-3-yl)urea